C(C)OC(C)COC(C)COC(C)CO tripropylene glycol monoethyl ether